penta(ethyl-vinyl)cyclopentasiloxane C(C)C=C[SiH]1O[SiH](O[SiH](O[SiH](O[SiH](O1)C=CCC)C=CCC)C=CCC)C=CCC